tert-butyl 3-(4-ethyl-2,5-dioxo-imidazolidin-4-yl)-2-methyl-propanoate C(C)C1(NC(NC1=O)=O)CC(C(=O)OC(C)(C)C)C